methyl 3-((3-butyl-3-methyl-7-(methylsulfanyl)-1,1-dioxo-5-phenyl-2,3,4,5-tetrahydro-1,5-benzothiazepin-8-yl) oxy)-2-hydroxy-2-methylpropionate C(CCC)C1(CS(C2=C(N(C1)C1=CC=CC=C1)C=C(C(=C2)OCC(C(=O)OC)(C)O)SC)(=O)=O)C